FC1=CC(=C(C=2NC(=NC21)C(=O)N2C(C=1C(=CC=NC1CC2)F)C)C)F (4,6-difluoro-7-methyl-1H-benzo[d]imidazol-2-yl)(4-fluoro-5-methyl-7,8-dihydro-1,6-naphthyridin-6(5H)-yl)methanone